ClC1=C(C=CC(=C1)Cl)C1(CCOC2=C(C=CC=C12)N1CCCCC1)F (4-(2,4-dichlorophenyl)-4-fluoro-2H-chromen-8-yl)piperidine